(6-hydroxy-1,4-oxazepan-4-yl)-[3-(2-pyridylamino)-1-(2,2,2-trifluoroethyl)pyrazolo[4,3-c]pyridin-6-yl]methanone OC1CN(CCOC1)C(=O)C1=CC2=C(C=N1)C(=NN2CC(F)(F)F)NC2=NC=CC=C2